1-(4-((5-bromopyrimidin-2-yl)methoxy)-2-hydroxy-3-methylphenyl)-3,3-dimethylbutan-1-one BrC=1C=NC(=NC1)COC1=C(C(=C(C=C1)C(CC(C)(C)C)=O)O)C